methyl 4-chloro-3'-(((1-oxo-2-(2-((tetrahydro-2H-pyran-2-yl)oxy)cyclopentyl)isoindolin-5-yl)oxy)methyl)-[1,1'-biphenyl]-3-carboxylate ClC1=C(C=C(C=C1)C1=CC(=CC=C1)COC=1C=C2CN(C(C2=CC1)=O)C1C(CCC1)OC1OCCCC1)C(=O)OC